1-(6Z,9Z,12Z-octadecatrienoyl)-2-(9Z-tetradecenoyl)-glycero-3-phosphoserine CCCCC/C=C\C/C=C\C/C=C\CCCCC(=O)OC[C@H](COP(=O)(O)OC[C@@H](C(=O)O)N)OC(=O)CCCCCCC/C=C\CCCC